C(C)N(S(=O)(=O)C=1N=C(SC1)C(=O)OC)C(C(F)(F)F)C1=CC=C(C=C1)F methyl 4-(N-ethyl-N-(2,2,2-trifluoro-1-(4-fluorophenyl)ethyl)sulfamoyl)thiazole-2-carboxylate